C(C)(C)(C)OC(N[C@@H]1CC[C@H](CC1)C1(OC=2C(=C(C=3C4(CNC(C3C2C)=O)CC4)F)O1)C)=O (Trans-4-(9'-fluoro-2',4'-dimethyl-5'-oxo-6',7'-dihydro-5'H-spiro[cyclopropane-1,8'-[1,3]dioxolo[4,5-g]isoquinolin]-2'-yl)cyclohexyl)carbamic acid tert-butyl ester